C(C)(C)OC(CCNC=1N=[N+](C2=C([N+]1[O-])C=CC(=C2)COC(C2=CN=CC(=C2)C(F)(F)F)=O)[O-])=O 3-((3-isopropoxy-3-oxopropyl)amino)-7-(((5-(trifluoromethyl)nicotinoyl)oxy)methyl)benzo[e][1,2,4]triazine-1,4-dioxide